C(C)(C)(C)OC(=O)N1C(CCCC1)CCO[Si](C)(C)C(C)(C)C 2-(2-((tert-butyldimethylsilyl)oxy)ethyl)piperidine-1-carboxylic acid tert-butyl ester